(14S,17S)-15-[1-(2,4-difluorophenyl)pyrazolo[3,4-d]pyrimidin-4-yl]-12-methyl-6-nitro-8-oxa-12,15,18,23-tetrazatetracyclo[17.3.1.114,17.02,7]tetracosa-1(23),2(7),3,5,19,21-hexaen-13-one FC1=C(C=CC(=C1)F)N1N=CC=2C1=NC=NC2N2[C@@H]1C(N(CCCOC=3C(=CC=CC3C=3C=CC=C(N[C@H](C2)C1)N3)[N+](=O)[O-])C)=O